ClC=1C(=NN(C1C=1C=NC(=CC1OC)NC1CC(C1)C(F)(F)F)CC)C(=O)NCC1CCC(CC1)S(=O)(=O)C 4-Chloro-1-ethyl-5-(4-methoxy-6-(((1r*,3r*)-3-(trifluoromethyl)cyclobutyl)amino)pyridin-3-yl)-N-(((1r,4r)-4-(methylsulfonyl)cyclohexyl)methyl)-1H-pyrazole-3-carboxamide